ClC1=C(C=CC(=C1)C(F)(F)F)NC(=O)C1(CCC1)N1N=CC(=C1)N1CCC(CC1)CN1CCN(CC1)C(=O)OC(C)(C)C tert-butyl 4-((1-(1-(1-((2-chloro-4-(trifluoromethyl)phenyl)carbamoyl)cyclobutyl)-1H-pyrazol-4-yl)piperidin-4-yl)methyl)piperazine-1-carboxylate